2,6-diethoxy-N-methoxy-N-methyl-isonicotinamide C(C)OC=1C=C(C(=O)N(C)OC)C=C(N1)OCC